2-Ethylbutyl (tert-butoxycarbonyl)-L-phenylalaninate C(C)(C)(C)OC(=O)N[C@@H](CC1=CC=CC=C1)C(=O)OCC(CC)CC